FC1=C(C(=O)OC(C)(C)C)C=CC(=C1NC[C@H]1OCC1)[N+](=O)[O-] Tert-butyl (S)-2-fluoro-4-nitro-3-((oxetan-2-ylmethyl)amino)benzoate